OC=1C=C(C=C(C1)O)C1=CC(=CC=C1)O 3,3',5-trihydroxybiphenyl